(2,2-dimethyl-3'-(2-(trifluoromethyl)phenyl)-2',3'-dihydrospiro[[1,3]dioxane-5,1'-inden]-5'-yl)methyl methanesulfonate CS(=O)(=O)OCC=1C=C2C(CC3(C2=CC1)COC(OC3)(C)C)C3=C(C=CC=C3)C(F)(F)F